tert-butyl (2R,5R)-5-(difluoromethyl)-2-methylpiperazine-1-carboxylate FC([C@@H]1NC[C@H](N(C1)C(=O)OC(C)(C)C)C)F